C1(CC1)C1=NC2=CC=CC=C2C(=C1/C=C/[C@@H]1C[C@@H](OC(O1)(C)C)CC(=O)[O-])C1=CC=C(C=C1)F 2-[(4R,6S)-6-[(E)-[2-cyclopropyl-4-(4-fluorophenyl)-3-quinolyl]vinyl]-2,2-dimethyl-1,3-dioxan-4-yl]acetate